Ethyl-(2S)-2-[4-chloro-2-(4-ethoxy-4,5-dihydroisoxazol-3-yl)phenoxy]-3-methylbutanoat C(C)OC([C@H](C(C)C)OC1=C(C=C(C=C1)Cl)C1=NOCC1OCC)=O